FC1=CC(=CC2=CN(N=C12)C)C1=CC2=C(S1)C=C(S2)C=2CCNCC2 7-fluoro-2-methyl-5-[5-(1,2,3,6-tetrahydropyridin-4-yl)thieno[3,2-b]thiophen-2-yl]indazole